rel-(S)-3-(4-methyl-1-(pent-4-en-1-yl)-1H-benzo[d][1,2,3]triazol-5-yl)-3-(1,2,3,4-tetrahydroisoquinolin-7-yl)propionic acid methyl ester dihydrochloride Cl.Cl.COC(C[C@@H](C1=CC=C2CCNCC2=C1)C1=C(C2=C(N(N=N2)CCCC=C)C=C1)C)=O |o1:6|